BrC=1C(=NC(=NC1)N)C1=CC=C(C=C1)Cl 5-bromo-4-(4-chlorophenyl)pyrimidin-2-amine